methyl (S)-2-((2-(2,6-difluoro-4-isocyanophenyl)-7-methylimidazo[1,2-a]pyridin-3-yl)methyl)morpholine-4-carboxylate FC1=C(C(=CC(=C1)[N+]#[C-])F)C=1N=C2N(C=CC(=C2)C)C1C[C@H]1CN(CCO1)C(=O)OC